C(C)(C)OC1=CC=C2C=NN(C2=C1N)C 6-ISOPROPOXY-1-METHYL-1H-INDAZOL-7-AMINE